(R)-4-{5-[(R)-(1,3-dimethyl-azetidin-3-yl)-hydroxy-(4-isopropyl-phenyl)-methyl]-pyridin-3-yl}-butan-2-ol CN1CC(C1)(C)[C@@](C=1C=C(C=NC1)CC[C@@H](C)O)(C1=CC=C(C=C1)C(C)C)O